7-(tert-butoxycarbonyl)-3-(4-fluoro-2-(trifluoromethyl)benzyl)-5,6-dihydroimidazo[1,2-a]pyrazine C(C)(C)(C)OC(=O)N1C=C2N(CC1)C(C=N2)CC2=C(C=C(C=C2)F)C(F)(F)F